FC(C1=NN(C(=C1)C(F)(F)F)C1=CC=C(C=C1)NC(C1=C(C=NC=C1)F)=O)(F)F N-(4-(3,5-bis(trifluoromethyl)-1H-pyrazol-1-yl)phenyl)-3-fluoroisonicotinamide